C(#N)C1(CC1)CN(CCC(C(=O)O)NC(CC(CC)CC)=O)CCCCC1=NC=2NCCCC2C=C1 4-[(1-cyanocyclopropyl)methyl-[4-(5,6,7,8-tetrahydro-1,8-naphthyridin-2-yl)butyl]amino]-2-(3-ethylpentanoylamino)butanoic acid